CC=1C=2N(C=C(C1)C1=C(C(=NN1)C=1SC(=CN1)C1CCN(CC1)C1COC1)CC(F)(F)F)N=CN2 2-(5-(8-methyl-[1,2,4]triazolo[1,5-a]pyridin-6-yl)-4-(2,2,2-trifluoroethyl)-1H-pyrazol-3-yl)-5-(1-(oxetan-3-yl)piperidin-4-yl)thiazole